CN1N=CC(=C1)NC1=NC=CC(=N1)N1C[C@H]2CC[C@@H](C1)N2C(=O)NC(C)C (1R,5S)-3-{2-[(1-methyl-1H-pyrazol-4-yl)amino]pyrimidin-4-yl}-N-(propan-2-yl)-3,8-diazabicyclo[3.2.1]octane-8-carboxamide